(1r,4r)-4-(((4-bromo-6-nitro-1H-benzo[d]imidazol-7-yl)amino)methyl)-1-methylcyclohexan-1-ol BrC1=CC(=C(C=2NC=NC21)NCC2CCC(CC2)(O)C)[N+](=O)[O-]